OC1=C(C=CC=C1)C(CCCCCCCCCCCCCC)C1=CC=C(C=C1)O 1-(2-hydroxyphenyl)-1-(4-hydroxyphenyl)pentadecane